BrC1=CC(N(C=C1)C(CN(C)C)C1=CC(=C(C=C1)Cl)Cl)=O 4-Bromo-1-(1-(3,4-dichlorophenyl)-2-(dimethylamino)ethyl)pyridin-2(1H)-one